COC(C(CO)(C)C)=O.FC(C1=CC=C(O[C@@H]2CNCC2)C=C1)(F)F (S)-3-(4-(trifluoromethyl)phenoxy)pyrrolidine methyl-3-hydroxy-2,2-dimethylpropanoate